N1C(=NC=C1)C=1NC=CN1 imidazolyl-(Imidazole)